NC(CC=1C=C(SC1)[C@@H](C)NC(OC(C)(C)C)=O)=O tert-butyl (R)-(1-(4-(2-amino-2-oxoethyl)thiophen-2-yl)ethyl)carbamate